(3R,4R)-3-[6-[2-hydroxy-6-methyl-4-(trifluoromethyl)phenyl]pyrazolo[3,4-b]pyrazin-2-yl]tetrahydropyran-4-ol OC1=C(C(=CC(=C1)C(F)(F)F)C)C=1C=NC=2C(N1)=NN(C2)[C@@H]2COCC[C@H]2O